C[C@@]12[C@H]([C@@H]([C@@H]([C@H]1[C@@H]1CCC=3C=C(C=CC3[C@H]1CC2)O)O)O)O (15α,16α,17β)-ESTRA-1,3,5(10)-TRIENE-3,15,16,17-TETROL